C(C)(C)(C)C=1C=C(C=C(C1O)C(C)(C)C)CCC(=O)OCCCC(=O)Cl (((3-(3,5-di-tert-butyl-4-hydroxyphenyl)propionyl)oxy)methyl)propionyl chloride